COC(=O)C=1C(N(C2=CC(=CC=C2C1N)C=C)C1=CC=C(C=C1)N)=O 4-Amino-7-vinyl-1-(4-aminophenyl)-2-oxo-1,2-dihydroquinoline-3-carboxylic acid methyl ester